tert-Butyl 3-(4-(benzyloxy)-7-(1H-pyrazol-1-yl)benzo[d]oxazol-2-yl)-3,8-diazabicyclo[3.2.1]octane-8-carboxylate C(C1=CC=CC=C1)OC1=CC=C(C2=C1N=C(O2)N2CC1CCC(C2)N1C(=O)OC(C)(C)C)N1N=CC=C1